3-thio bis(1-propanesulfonate) C(CC)S(=O)(=O)OSOS(=O)(=O)CCC